butane bis(trifluoromethane)sulfonimide [N-](S(=O)(=O)C(F)(F)F)S(=O)(=O)C(F)(F)F.CCCC